2-glutaroyl-sn-glycero-3-phosphocholine C[N+](C)(C)CCOP(=O)([O-])OC[C@@H](CO)OC(=O)CCCC(=O)[O-]